C(C)(C)(C)OC(=O)N1C[C@H](CCC1)NC1=CC(=NC=2N1N=CC2CC)Cl (S)-3-((5-chloro-3-ethylpyrazolo[1,5-a]pyrimidin-7-yl)amino)piperidine-1-carboxylic acid tert-butyl ester